C(C)(C)(C1=CC=CC=C1)OOC(=CC(C)(C)C)C tert-butyl-isopropenyl cumyl peroxide